1-(Azetidin-1-yl)-2-[6-(5-chloro-2-thienyl)-3-fluoro-pyrazolo[4,3-b]pyridin-1-yl]ethanone N1(CCC1)C(CN1N=C(C2=NC=C(C=C21)C=2SC(=CC2)Cl)F)=O